o-aminotrifluoro-methoxybenzene NC1=C(C=C(C(=C1F)F)F)OC